2-Ethyl-N-(((1s,4R)-1-hydroxy-4-(methylsulfonyl)cyclohexyl)methyl)-1-(2-methoxy-4-((S*)-3,3,3-trifluoro-2-methylpropyl)phenyl)-1H-imidazole-4-carboxamide C(C)C=1N(C=C(N1)C(=O)NCC1(CCC(CC1)S(=O)(=O)C)O)C1=C(C=C(C=C1)C[C@@H](C(F)(F)F)C)OC |o1:29|